3-(trifluoromethyl)-5,5a,6,7,8,9-hexahydropyrido[3',2':4,5]pyrrolo[1,2-a]pyrazine hydrochloride Salt Cl.FC(C1=CC=2CC3N(CCNC3)C2N=C1)(F)F